(S)-2-((((9H-fluoren-9-yl)methoxy)carbonyl)(methyl)amino)-7-(dimethylamino)-7-oxoheptanoic acid C1=CC=CC=2C3=CC=CC=C3C(C12)COC(=O)N([C@H](C(=O)O)CCCCC(=O)N(C)C)C